N-({4-[1-methyl-5-(trifluoromethyl)-1H-pyrazole-4-sulfonyl]phenyl}methyl)-1H-pyrazolo[3,4-b]pyridine-5-carboxamide CN1N=CC(=C1C(F)(F)F)S(=O)(=O)C1=CC=C(C=C1)CNC(=O)C=1C=C2C(=NC1)NN=C2